C(C)C1CC2C(N(OC2(C)C)C(C)C)C(C1)CC 5,7-diethyl-1-isopropyl-3,3-dimethyloctahydro-benzo[c]isoxazole